cyclohexane-1,2-diyl dicarbamate C(N)(OC1C(CCCC1)OC(N)=O)=O